NC1=C(C(=NN1C1CCOCC1)C1=CC(=C(C=C1)Br)F)C#N 5-amino-3-(4-bromo-3-fluoro-phenyl)-1-tetrahydropyran-4-yl-pyrazole-4-carbonitrile